{1-[1-(3-fluoro-4-hydroxybenzoyl)piperidin-4-yl]-3-[4-(7H-pyrrolo[2,3-d]pyrimidin-4-yl)-1H-pyrazol-1-yl]azetidin-3-yl}acetonitrile FC=1C=C(C(=O)N2CCC(CC2)N2CC(C2)(N2N=CC(=C2)C=2C3=C(N=CN2)NC=C3)CC#N)C=CC1O